N-(4-((2-(1,1-difluoroethyl)-6-methylpyrimidin-4-yl)amino)-5-(2,2,2-trifluoroethoxy)pyridin-2-yl)acetamide FC(C)(F)C1=NC(=CC(=N1)NC1=CC(=NC=C1OCC(F)(F)F)NC(C)=O)C